N-(4-((4-((4-(aminomethyl)benzyl)carbamoyl)phenyl)carbamoyl)benzyl)-N-cyclopropyl-3-oxo-3,4-dihydro-2H-benzo[b][1,4]oxazine-7-carboxamide 2,2,2-trifluoroacetate FC(C(=O)O)(F)F.NCC1=CC=C(CNC(=O)C2=CC=C(C=C2)NC(=O)C2=CC=C(CN(C(=O)C=3C=CC4=C(OCC(N4)=O)C3)C3CC3)C=C2)C=C1